2-acetamido-9-hydroxymethyl-3-oxo-3H-phenoxazine-1-carboxylic acid methyl ester COC(=O)C1=C(C(C=C2OC3=CC=CC(=C3N=C12)CO)=O)NC(C)=O